NC1=NC(=CC(=N1)O)CC 2-amino-4-hydroxy-6-ethyl-pyrimidine